C(C)(C)(C)OC(=O)NCCCCCC(=O)O 6-(tert-butoxycarbonylamino)hexanoic acid